NC=1C(=NC(=NC1C(NC1=CC=CC2=CC=CC(=C12)F)=O)OC[C@H]1N(CCC1)C)N1C[C@@H](N(CC1)C(=O)OCC1=CC=CC=C1)CC#N benzyl (S)-4-(5-amino-6-((8-fluoronaphthalen-1-yl)carbamoyl)-2-(((S)-1-methylpyrrolidin-2-yl)methoxy) pyrimidin-4-yl)-2-(cyanomethyl)piperazine-1-carboxylate